FC=1C=C(C=C(C1COC)F)CC(=O)O 3,5-difluoro-4-methoxymethyl-phenylacetic acid